1-(2-(imidazo[1,2-a]pyrimidin-6-yl)thieno[2,3-d]pyrimidin-6-yl)-3-(trifluoromethyl)cyclobutanol N=1C=CN2C1N=CC(=C2)C=2N=CC1=C(N2)SC(=C1)C1(CC(C1)C(F)(F)F)O